N-[(1R)-1-[3-(difluoromethyl)-2-fluoro-phenyl]ethyl]-7-methoxy-2-methyl-6-(1-oxothian-4-yl)quinazolin-4-amine FC(C=1C(=C(C=CC1)[C@@H](C)NC1=NC(=NC2=CC(=C(C=C12)C1CCS(CC1)=O)OC)C)F)F